(3S)-N-[5-[(2R)-2-(2,5-difluorophenyl)-1-pyrrolidinyl]Pyrazolo[1,5-A]Pyrimidin-3-yl]-3-hydroxy-1-pyrrolidinecarboxamide FC1=C(C=C(C=C1)F)[C@@H]1N(CCC1)C1=NC=2N(C=C1)N=CC2NC(=O)N2C[C@H](CC2)O